FC1=C(C(=O)NC2=NC(=CC=C2)C2=NN=CN2C2=CC=CC=C2)C=C(C(=C1)F)N1C=NC=C1CO 2,4-difluoro-5-(5-(hydroxymethyl)-1H-imidazol-1-yl)-N-(6-(4-phenyl-4H-1,2,4-triazol-3-yl)pyridin-2-yl)benzamide